CC1=NC(=CC(=C1)NCC1=CC(=C(C(=C1)O)N1CC(NS1(=O)=O)=O)F)C 5-(4-(((2,6-dimethylpyridin-4-yl)amino)methyl)-2-fluoro-6-hydroxyphenyl)-1,2,5-thiadiazolidin-3-one 1,1-dioxide